(4aS,7aR,12bS)-3-(cyclopropylmethyl)-4a-hydroxy-7-oxo-2,3,4,4a,5,6,7,7a-octahydro-1H-4,12-methanobenzofuro[3,2-e]isoquinolin-9-yl 3,3-dimethylbutanoate CC(CC(=O)OC1=CC=C2C3=C1O[C@@H]1[C@]34CCN(C([C@@]4(CCC1=O)O)C2)CC2CC2)(C)C